C(C)(=O)NC[C@H]1CN(C(O1)=O)C=1C=C(C(=NC1)N1CCN(CC1)C(=O)NC1=CC=C(C=C1)Cl)F (S)-4-{5-[5-(acetamidomethyl)-2-oxazolidinone-3-yl]-3-fluoropyridin-2-yl}-N-(4-chlorophenyl)piperazine-1-carboxamide